[Na+].[Na+].[Na+].C(=O)([O-])C(N[C@@H](C)C(=O)[O-])C(=O)[O-] N-dicarboxymethylalanine trisodium salt